CC1=CC2=C(C3(NC2=O)CCCC3)S1 methyl-spiro[cyclopentane-1,6'-thieno[2,3-c]pyrrole]-4'(5'H)-one